CN1CCN(CC1)CCC(=O)N1CCN(C2=CC=CC=C12)CC1=NC=CC=C1 3-(4-Methylpiperazin-1-yl)-1-(4-(pyridin-2-ylmethyl)-3,4-dihydroquinoxalin-1(2H)-yl)propan-1-one